ClC1=C(C=CC=C1)CN1N=C(C=C1C1=CN=C(O1)OC(C)C)CO [1-[(2-Chlorophenyl)methyl]-5-[2-(propan-2-yloxy)-1,3-oxazol-5-yl]-1H-pyrazol-3-yl]methanol